7-(piperidin-4-yl)-5-((3-(trifluoromethyl)pyrazin-2-yl)methyl)pyrido[2,3-b]pyrazin-6(5H)-one N1CCC(CC1)C1=CC=2C(=NC=CN2)N(C1=O)CC1=NC=CN=C1C(F)(F)F